3-ethoxy-4-((4-methylhepta-3,5-dien-1-yl)oxy)benzaldehyde C(C)OC=1C=C(C=O)C=CC1OCCC=C(C=CC)C